ClC=1C=CC(=C(C1)O)C1=C2C(=C(N=N1)N[C@@H]1C[C@H](OCC1)C)C=NC=C2 5-chloro-2-(4-(((2R,4S)-2-methyltetrahydro-2H-pyran-4-yl)amino)pyrido[3,4-D]pyridazin-1-yl)phenol